N-palmitoyl-glutamine acrylamide C(C=C)(=O)N.C(CCCCCCCCCCCCCCC)(=O)N[C@@H](CCC(N)=O)C(=O)O